FC1=CC=C(C=C1)NC(=O)C1(CC1)C(=O)NC1=CC=C(C=C1)OC1=CC=NC2=CC(=CC=C12)N1C=NC(=C1)C 1-N'-(4-fluorophenyl)-1-N-[4-[7-(4-methylimidazol-1-yl)quinolin-4-yl]oxy-phenyl]cyclopropane-1,1-dicarboxamide